biscyclopentadienyl-chromium(II) C1(C=CC=C1)[Cr]C1C=CC=C1